benzyl 1-methyl-8-(2-(pyridin-4-yl) pyrido[3,4-d]pyrimidin-4-yl)-2,8-diazaspiro[4.5]decane-2-carboxylate CC1N(CCC12CCN(CC2)C=2C1=C(N=C(N2)C2=CC=NC=C2)C=NC=C1)C(=O)OCC1=CC=CC=C1